[Cl].C(CCCC)N1CN(C=C1)C 1-amyl-3-methylimidazole chlorine salt